(3S,SR)-1-(5-Fluoropyrimidin-2-yl)-5-methoxypiperidine-3-sulfonamide FC=1C=NC(=NC1)N1C[C@H](C[C@@H](C1)OC)S(=O)(=O)N |&1:11|